N-[(diphenyl-phosphoryl)methyl]-9,9-diphenyl-9H-fluorene-2-amine C1(=CC=CC=C1)P(=O)(C1=CC=CC=C1)CNC1=CC=2C(C3=CC=CC=C3C2C=C1)(C1=CC=CC=C1)C1=CC=CC=C1